6-(4-(1-(tert-butyl)-3-(4-chloro-3-fluorophenyl)-1H-pyrrolo[2,3-b]pyridine-6-carbonyl)-2-(hydroxymethyl)piperazin-1-yl)-2,4-dimethylnicotinic acid C(C)(C)(C)N1C=C(C=2C1=NC(=CC2)C(=O)N2CC(N(CC2)C2=NC(=C(C(=O)O)C(=C2)C)C)CO)C2=CC(=C(C=C2)Cl)F